BrC1=CC(=C(C=C1)C1=NN2C(N=C(C=C2C2CC2)C(=O)O)=C1)F 2-(4-bromo-2-fluorophenyl)-7-cyclopropylpyrazolo[1,5-a]pyrimidine-5-carboxylic acid